CN1C=NC2=C1C(=NN(C2=O)CC(=O)N[C@@H](C)C2=CC=C(C=C2)C)C (S)-2-(1,7-Dimethyl-4-oxo-1,4-dihydro-5H-imidazo[4,5-d]pyridazin-5-yl)-N-(1-(p-tolyl)ethyl)-acetamid